1,2-dichloro-1-fluoro-2-(trifluoromethoxy)ethylene ClC(=C(OC(F)(F)F)Cl)F